C(C)OC(=O)C12C(C(C1)C2)C2=CC(=C(C=C2)OC)F (3-fluoro-4-methoxyphenyl)bicyclo[1.1.1]pentane-1-carboxylic acid ethyl ester